C(C1=CC=CC=C1)OC(=O)NC1=CC=C(C(=N1)C(=O)OC)OC[C@@H](CC1=CC=CC=C1)NC(=O)OC(C)(C)C methyl (R)-6-(((benzyloxy)carbonyl)amino)-3-(2-((tert-butoxycarbonyl)amino)-3-phenylpropoxy)picolinate